N'-[(2,3-dihydro-2,2,4,6,7-pentamethylbenzofuran-5-yl)sulfonyl]-N-fluorenylmethoxycarbonyl-L-arginine CC1(OC2=C(C1)C(=C(C(=C2C)C)S(=O)(=O)N(CCC[C@H](NC(=O)OCC2=CC=CC=1C3=CC=CC=C3CC21)C(=O)O)C(N)=N)C)C